C(C)(C)(C)[Si](C1=CC=CC=C1)(C1=CC=CC=C1)OC(CBr)CBr tert-butyl-((1,3-dibromoprop-2-yl)oxy)diphenylsilane